CC1=NNC2=CC=C(C(=C12)NS(=O)(=O)C=1C=NN(C1)C1=CC(=NC=C1)C(F)(F)F)C N-(3,5-DIMETHYL-1H-INDAZOL-4-YL)-1-(2-(TRIFLUOROMETHYL)PYRIDIN-4-YL)-1H-PYRAZOLE-4-SULFONAMIDE